(5-amino-1-(2-cyclopropyl-1H-benzo[d]imidazol-5-yl)-1H-pyrazol-4-yl)(6-(1-methyl-1,2,3,6-tetrahydropyridin-4-yl)-1-(phenylsulfonyl)-1H-indol-2-yl)methanone NC1=C(C=NN1C1=CC2=C(NC(=N2)C2CC2)C=C1)C(=O)C=1N(C2=CC(=CC=C2C1)C=1CCN(CC1)C)S(=O)(=O)C1=CC=CC=C1